NCC1=C(C=NN1C)C1=NC=C(C(=N1)C)O[C@@H]1C[C@H](CCC1)C(=O)OC(C)C Isopropyl (1S,3S)-3-((2-(5-(aminomethyl)-1-methyl-1H-pyrazol-4-yl)-4-methylpyrimidin-5-yl) oxy)cyclohexane-1-carboxylate